{1-(1-{[6-[(dimethylamino)methyl]-2-(trifluoromethyl)pyrimidin-4-yl]carbonyl}piperidin-4-yl)-3-[4-(7H-pyrrolo[2,3-d]pyrimidin-4-yl)-1H-pyrazol-1-yl]azetidin-3-yl}acetonitrile CN(C)CC1=CC(=NC(=N1)C(F)(F)F)C(=O)N1CCC(CC1)N1CC(C1)(N1N=CC(=C1)C=1C2=C(N=CN1)NC=C2)CC#N